O1C=NC(=C1)C1=CC=C(C=C1)CN1CN=CC=C1 N-{[4-(1,3-oxazol-4-yl)phenyl]methyl}pyrimidin